(2-methoxybenzylidene)benzohydrazide COC1=C(C=NNC(C2=CC=CC=C2)=O)C=CC=C1